tert-butyl 3-((tert-butoxycarbonyl) amino)-3-formylazepan-1-carboxylate C(C)(C)(C)OC(=O)NC1(CN(CCCC1)C(=O)OC(C)(C)C)C=O